Propiophenon C(CC)(=O)C1=CC=CC=C1